tert-Butyl 5-methylsulfonyloxy-2-azabicyclo[2.2.1]heptane-2-carboxylate CS(=O)(=O)OC1C2CN(C(C1)C2)C(=O)OC(C)(C)C